COC=1SC(=CC1B(O)O)C 2-METHOXY-5-METHYLTHIOPHEN-3-YLBORONIC ACID